3,4,5-trifluorophenylhydrazine FC=1C=C(C=C(C1F)F)NN